4-(4'-fluoro-3,4,5,6-tetrahydro-[1,1'-biphenyl]-2-carbonyl)piperazine FC1=CC=C(C=C1)C1=C(CCCC1)C(=O)N1CCNCC1